NC1=CC(=C(C=C1)C(C)=O)O 1-(4-amino-2-hydroxyphenyl)ethane-1-one